6-methyl-6,7-dihydro-2H-pyrazolo[4,3-c]Pyridine-5(4H)-carboxylic acid tert-butyl ester C(C)(C)(C)OC(=O)N1CC=2C(CC1C)=NNC2